C(C)OC(=O)C=1N=CSC1C1CCNCC1 5-(piperidin-4-yl)-1,3-thiazole-4-carboxylic acid ethyl ester